4-((3,5-Bis(9,9-dimethyl-9H-fluoren-1-yl)phenyl)(1,3,5-triazin-2-yl)amino)benzonitrile CC1(C2=CC=CC=C2C=2C=CC=C(C12)C=1C=C(C=C(C1)C1=CC=CC=2C3=CC=CC=C3C(C12)(C)C)N(C1=CC=C(C#N)C=C1)C1=NC=NC=N1)C